NC=1SC2=C(N1)C(=CC=C2F)C2=C(C=C1C(=NC(=NC1=C2F)OC[C@]21CCCN1C[C@@H](C2)F)N2CCC(CC2)C#N)C(F)(F)F 1-(7-(2-amino-7-fluorobenzo[d]thiazol-4-yl)-8-fluoro-2-(((2R,7aS)-2-fluorotetrahydro-1H-pyrrolizin-7a(5H)-yl)methoxy)-6-(trifluoromethyl)quinazolin-4-yl)piperidine-4-carbonitrile